CC1(C(CC2=CC=CC=C12)NC=1C=CC(=NC1)[C@@H](C(F)(F)F)N(C(=O)C1CCS(CC1)(=O)=O)CC)C N-((1S)-1-(5-((1,1-dimethyl-2,3-dihydro-1H-inden-2-yl)amino)pyridin-2-yl)-2,2,2-trifluoroethyl)-N-ethyltetrahydro-2H-thiopyran-4-carboxamide 1,1-dioxide